tert-butyl 4-methyl-2-[[3-[[7-(5-methyl-1,2,4-oxadiazol-3-yl)-1-isoquinolyl]amino]azetidine-1-carbonyl]amino]thiazole-5-carboxylate CC=1N=C(SC1C(=O)OC(C)(C)C)NC(=O)N1CC(C1)NC1=NC=CC2=CC=C(C=C12)C1=NOC(=N1)C